3-{[(5-fluoropyridin-2-yl)oxy]methyl}-2-[5-methyl-2-(1H-pyrazol-1-yl)benzoyl]-2-azabicyclo[3.1.1]heptane FC=1C=CC(=NC1)OCC1N(C2CC(C1)C2)C(C2=C(C=CC(=C2)C)N2N=CC=C2)=O